NCC=1N=C2N(C=C(C=C2N2C(N(C(C2)=O)C)=O)CC)C1 1-(2-(aminomethyl)-6-ethylimidazo[1,2-a]pyridin-8-yl)-3-methylimidazolidine-2,4-dione